6-(1,5-dimethyl-1H-pyrazol-4-yl)pyrazolo[1,5-a]pyridine CN1N=CC(=C1C)C=1C=CC=2N(C1)N=CC2